6-Bromo-4-chloro-7-methyl-3-nitroquinoline BrC=1C=C2C(=C(C=NC2=CC1C)[N+](=O)[O-])Cl